CC(C)C(CC)(C)C(C(C(C(=O)[O-])(C(C(C)C)(CC)C)C(C(C)C)(CC)C)(O)C(=O)[O-])C(=O)[O-] Tri(2,3-dimethyl-3-pentyl)citrat